[[3,5-dichloro-2-[4-fluoro-2-(hydroxymethyl)phenyl]sulfanyl-phenyl]methyl]-2-methyl-propane-2-sulfinamide ClC=1C(=C(C=C(C1)Cl)CCC(C)(S(=O)N)C)SC1=C(C=C(C=C1)F)CO